5-chloro-2-(4-chloro-2-fluoro-3-methoxyphenyl)-6-(5-methoxyoxazol-2-yl)pyrimidin-4-amine ClC=1C(=NC(=NC1C=1OC(=CN1)OC)C1=C(C(=C(C=C1)Cl)OC)F)N